7-((2S,5R)-4-(bis(4-fluorophenyl)methyl)-5-ethyl-2-methylpiperazin-1-yl)-5-chloro-3-(((S)-tetrahydrofuran-2-yl)methyl)-3H-[1,2,3]triazolo[4,5-d]pyrimidine FC1=CC=C(C=C1)C(N1C[C@@H](N(C[C@H]1CC)C=1C2=C(N=C(N1)Cl)N(N=N2)C[C@H]2OCCC2)C)C2=CC=C(C=C2)F